iron carbon diselenide C(=[Se])=[Se].[Fe]